N=1N(N=C2C1C=CC=C2)C=2C=C(C=C(C2O)C(C)CC)S(=O)(=O)[O-].[Na+] sodium 3-(benzotriazol-2-yl)-5-but-2-yl-4-hydroxybenzenesulfonate